COC(=O)C1N(C(N(C1)C(=O)C1CC(C1)CCCCNC1=NC=CC=N1)=O)S(=O)(=O)C1=CC=CC=C1 3-Benzenesulfonyl-2-oxo-1-{3-[4-(pyrimidin-2-ylamino)-butyl]-cyclobutanecarbonyl}-imidazolidine-4-carboxylic acid methyl ester